ClC=1C=C2C(=C(C=NC2=CC1)S(=O)(=O)N1CCS(CC1)(=O)=O)NC1=C(C(=O)O)C=CC=C1 2-[[6-chloro-3-[(1,1-dioxo-1,4-thiazinan-4-yl)sulfonyl]-4-quinolinyl]amino]benzoic acid